C(C)(C)(C)C=1C=C(C=C(C1)C(C)(C)C)P(C1=CC(=CC(=C1)C(C)(C)C)C(C)(C)C)=O bis(3,5-di-t-butylphenyl)phosphine oxide